BrC1=C(C=O)C=CC(=C1CC)F 2-bromo-3-ethyl-4-fluorobenzaldehyde